4-iso-butylcyclohexane C(C(C)C)C1CCCCC1